ClC=1C=C2C(=CN1)N(C=C2)C(=O)OC(C)(C)C tert-butyl 5-chloro-1H-pyrrolo[2,3-c]pyridine-1-carboxylate